2-((3-chloro-2-methylphenyl)amino)-N-(2-chloro-4-(piperazin-1-yl)phenyl)benzamide N-hydroxyhydantoincarbamate ON(C(=O)O)N1C(=O)NC(=O)C1.ClC=1C(=C(C=CC1)NC1=C(C(=O)NC2=C(C=C(C=C2)N2CCNCC2)Cl)C=CC=C1)C